amino-purine NC1=NC=C2NC=NC2=N1